C1=CC2=C(C(=C1)C(=O)O)C(=CC=C2)C(=O)O 1,8-naphthalic acid